ethyl-2-(2-fluorophenyl)-2-methyl-propionate C(C)OC(C(C)(C)C1=C(C=CC=C1)F)=O